(R)-1-(3-((diphenylmethylene)amino)phenyl)-N-(2,2,2-trifluoroethyl)propan-2-amine C1(=CC=CC=C1)C(C1=CC=CC=C1)=NC=1C=C(C=CC1)C[C@@H](C)NCC(F)(F)F